C(C)N1C([C@H](N(CC1)CCOC1=CC=C(C=C1)C1=NC2=CC=C(C=C2C=C1)C=1C2=C(C(N(C1)C)=O)N(C=C2)S(=O)(=O)C2=CC=C(C)C=C2)C)=O (R)-4-{2-[4-(2-(4-ethyl-2-methyl-3-oxopiperazin-1-yl)ethoxy)phenyl]quinolin-6-yl}-6-methyl-1-tosyl-1H-pyrrolo[2,3-c]pyridin-7(6H)-one